C(CCCCCCC\C=C/CCCC)(=O)OCCCCCCCCCCCCCCCCCCCCCCCCCCCCCCCCCCCCCC octatriacontyl myristoleate